OC1=C(C=C(C=C1)[N+](=O)[O-])C(=O)C=1C=NC=2N(C1)N=C(C2)C2=CC=C(C=C2)C=2NC=CC2 (2-hydroxy-5-nitrophenyl)(2-(4-pyrrolylphenyl)pyrazolo[1,5-a]pyrimidin-6-yl)methanone